2-cyclopropyl-4-{[5-(4,4-dimethyl-2,5-dioxo-1-imidazolidinyl)-2-pyridinyl]oxy}benzonitrile C1(CC1)C1=C(C#N)C=CC(=C1)OC1=NC=C(C=C1)N1C(NC(C1=O)(C)C)=O